(R)-N-(5-cyano-6-(2H-1,2,3-triazol-2-yl)pyridin-3-yl)-2-fluoro-8,8-dimethyl-7,8-dihydro-6H-cyclopenta[e]pyrazolo[1,5-a]pyrimidine-6-carboxamide C(#N)C=1C=C(C=NC1N1N=CC=N1)NC(=O)[C@@H]1CC(C2=C1C=NC=1N2N=C(C1)F)(C)C